P(=O)(OCC1=CC=CC=C1)(OCC1=CC=CC=C1)OCCN(CCCO)C(CCC1=CC(=CC=C1)OCCCCCCCCCC)=O Dibenzyl 2-[{3-[3-(decyloxy)phenyl]propanoyl}(3-hydroxypropyl)amino]ethyl phosphate